4-(4-amino-2-(4-(2-fluoroacryloylamino)phenyl)-7-(3-hydroxy-3-methylbut-1-yn-1-yl)-1-methyl-1H-pyrrolo[3,2-c]pyridin-3-yl)-2-methoxy-N-(2,2,2-trifluoroethyl)benzamide NC1=NC=C(C2=C1C(=C(N2C)C2=CC=C(C=C2)NC(C(=C)F)=O)C2=CC(=C(C(=O)NCC(F)(F)F)C=C2)OC)C#CC(C)(C)O